OC[C@H](C1=CC=CC=C1)NC1=CC(=NC=C1C=1OC=NN1)NC=1C=C2C(N(C(C2=CC1)=O)C(C)C)=O (S)-5-((4-((2-hydroxy-1-phenylethyl)amino)-5-(1,3,4-oxadiazol-2-yl)pyridin-2-yl)amino)-2-isopropylisoindoline-1,3-dione